3-(trifluoromethyl)tetrahydrofuran-3-ol FC(C1(COCC1)O)(F)F